C(C1=CC=CC=C1)OC(N[C@H]1CNCCC1)=O |r| (RS)-piperidin-3-ylcarbamic acid benzyl ester